diethyl 3-((4-methoxyphenyl) ethynyl)-1H-pyrrole-2,4-dicarboxylate COC1=CC=C(C=C1)C#CC1=C(NC=C1C(=O)OCC)C(=O)OCC